4-(3,5-di-tert-butyl-2-hydroxyphenylimino)-2-pentanol C(C)(C)(C)C=1C(=C(C=C(C1)C(C)(C)C)N=C(CC(C)O)C)O